OCCCC[C@@H](C1=CC(=CC=C1)OC1=CC=CC=C1)NC(OCC1=CC=CC=C1)=O benzyl (S)-(5-hydroxy-1-(3-phenoxyphenyl)pentyl)carbamate